1-(4-(3-(6-(1H-pyrazol-1-yl)pyridaz-3-yl)-1-(2,6-difluorobenzyl)-5-((dimethylamino)methyl)-2,4-dioxo-1,2,3,4-tetrahydrothieno[2,3-d]pyrimidin-6-yl)phenyl)-3-methoxyurea N1(N=CC=C1)C1=CC=C(N=N1)N1C(N(C2=C(C1=O)C(=C(S2)C2=CC=C(C=C2)NC(=O)NOC)CN(C)C)CC2=C(C=CC=C2F)F)=O